CN(CC(C)(C)N([Si](C)(C)C)[Co]N(C(CN(C)C)(C)C)[Si](C)(C)C)C bis[(2-dimethylamino-1,1-dimethylethyl)(trimethylsilyl)amino]cobalt